4-(4-hydroxyphenyl)iminocyclohexa-2,5-dien-1-one OC1=CC=C(C=C1)N=C1C=CC(C=C1)=O